4-[(2'S,4R)-2-ethyl-2'-methyl-spiro[6,7-dihydrothieno[3,2-c]pyran-4,4'-piperidin]-1'-yl]tetrahydrofuran-3-ol C(C)C1=CC2=C(CCO[C@]23C[C@@H](N(CC3)C3C(COC3)O)C)S1